6-(4-{[trans-4-{[4-(pentafluoro-λ6-sulfanyl)phenyl]Amino}cyclohexyl]sulfonimidoyl}phenyl)-2,3-dihydro-1H-isoindol-1-one FS(C1=CC=C(C=C1)N[C@@H]1CC[C@H](CC1)S(=O)(=N)C1=CC=C(C=C1)C1=CC=C2CNC(C2=C1)=O)(F)(F)(F)F